N-[2-(4-chlorophenyl)ethyl]-7,8-dihydroxy-1,3,4,5-tetrahydro-2H-2-benzazepin-2-thioamide ClC1=CC=C(C=C1)CCNC(=S)N1CC2=C(CCC1)C=C(C(=C2)O)O